iron (II) ethylenediamine disalicylate C(C=1C(O)=CC=CC1)(=O)[O-].C(C=1C(O)=CC=CC1)(=O)[O-].C(CN)N.[Fe+2]